4-{[6-amino-5-(trifluoromethyl)-4-pyrimidinyl]oxy}-2-methylphenyl-1-[3-(trifluoromethyl)phenyl]-2,4-imidazolidinedione NC1=C(C(=NC=N1)OC1=CC(=C(C=C1)N1C(N(CC1=O)C1=CC(=CC=C1)C(F)(F)F)=O)C)C(F)(F)F